tert-butyl{(1R)-2-[(2S)-2-{[2-(4-{2-[(2S)-1-acetylpyrrolidin-2-yl]-1H-imidazol-5-yl}phenyl)-1H-indol-5-yl]carbamoyl} pyrrolidin-1-yl]-2-oxo-1-phenylethyl}carbamate C(C)(C)(C)OC(N[C@@H](C(=O)N1[C@@H](CCC1)C(NC=1C=C2C=C(NC2=CC1)C1=CC=C(C=C1)C1=CN=C(N1)[C@H]1N(CCC1)C(C)=O)=O)C1=CC=CC=C1)=O